OCCNC(CN1CCOCC1)=O N-(2-hydroxyethyl)-2-morpholinoacetamide